2-((tetrahydro-1H-pyrrolizin-7a(5H)-yl)methoxy)-5,6,7,8-tetrahydropyrido[3,4-d]pyrimidin-4-ol C1CCN2CCCC12COC=1N=C(C2=C(N1)CNCC2)O